2-[[5-fluoro-2-(methoxymethoxy)phenyl]-(5-methyl-4H-1,2,4-triazol-3-yl)methyl]-6-[4-(1-methyl-4-piperidyl)phenyl]isoindolin-1-one FC=1C=CC(=C(C1)C(N1C(C2=CC(=CC=C2C1)C1=CC=C(C=C1)C1CCN(CC1)C)=O)C1=NN=C(N1)C)OCOC